5-((2,4,6-trifluorobenzyl)carbamoyl)-1,4-dihydropyridine-2-carboxylate FC1=C(CNC(=O)C=2CC=C(NC2)C(=O)[O-])C(=CC(=C1)F)F